5-Fluoro-6-methylpicolinoyl chloride FC=1C=CC(=NC1C)C(=O)Cl